CN1N=CC(=C(C1=O)C)N[C@@H]1C[C@@H](CN(C1)C)C1=CC=C(C(=O)N2CC(C2)C#CC2=CC=C(C=C2)C2C(NC(CC2)=O)=O)C=C1 3-[4-[2-[1-[4-[(3R,5R)-5-[(1,5-dimethyl-6-oxo-pyridazin-4-yl)amino]-1-methyl-3-piperidyl]benzoyl]azetidin-3-yl]ethynyl]phenyl]piperidine-2,6-dione